(bis(4-methoxybenzyl)amino)-8-((triisopropylsilyl)ethynyl)isoquinolin-1-ol COC1=CC=C(CN(CC2=CC=C(C=C2)OC)C=2N=C(C3=C(C=CC=C3C2)C#C[Si](C(C)C)(C(C)C)C(C)C)O)C=C1